1-[(3R)-3-[4-amino-3-(4-phenoxyphenyl)1H-pyrazolo[3,4-d]pyrimidin-1-yl]-1-piperidyl]-2-propen-1-one NC1=C2C(=NC=N1)N(N=C2C2=CC=C(C=C2)OC2=CC=CC=C2)[C@H]2CN(CCC2)C(C=C)=O